4-(6-chloro-4-(6,6-difluoro-1,4-diazepan-1-yl)-8-fluoro-2-((1-methylpiperidin-4-yl)-methoxy)quinazolin-7-yl)-benzo[d]thiazol-2-amine ClC=1C=C2C(=NC(=NC2=C(C1C1=CC=CC2=C1N=C(S2)N)F)OCC2CCN(CC2)C)N2CCNCC(C2)(F)F